CC1=NOC(=C1)C=1C=C(C=CC1)C=1N=C(SC1)NC(CNC(=O)C1=CNC=C1)=O N-(2-((4-(3-(3-methylisoxazol-5-yl)phenyl)thiazol-2-yl)amino)-2-oxoethyl)-1H-pyrrole-3-carboxamide